5-chloro-2-(difluoromethyl)-N-((1R,4r)-4-((3-(6-((R)-3-hydroxypyrrolidin-1-yl)pyridin-3-yl)-2-oxo-2,3-dihydro-1H-benzo[d]imidazol-1-yl)methyl)cyclohexyl)nicotinamide ClC=1C=NC(=C(C(=O)NC2CCC(CC2)CN2C(N(C3=C2C=CC=C3)C=3C=NC(=CC3)N3C[C@@H](CC3)O)=O)C1)C(F)F